4-{(1R,3s,5S)-8-[(5-bromo-1,3a-diaza-2-indenyl)carbonyl]-8-azabicyclo[3.2.1]oct-3-ylamino}-2-toluonitrile BrC1=CN2C=C(N=C2C=C1)C(=O)N1[C@H]2CC(C[C@@H]1CC2)NC=2C=C(C(=CC2)C)C#N